tert-butyl 2-(((R)-1-(7-methyl-2-((S)-1-methylisoindolin-2-yl)-4-oxo-4H-pyrido[1,2-a]pyrimidin-9-yl)ethyl)amino)benzoate CC=1C=C(C=2N(C(C=C(N2)N2[C@H](C3=CC=CC=C3C2)C)=O)C1)[C@@H](C)NC1=C(C(=O)OC(C)(C)C)C=CC=C1